3-(2-aminopyridin-4-yl)-N-isopropyl-4-((3-(trifluoromethyl)phenyl)amino)benzamide NC1=NC=CC(=C1)C=1C=C(C(=O)NC(C)C)C=CC1NC1=CC(=CC=C1)C(F)(F)F